FC1=C(C(=CC(=C1)F)OC)N1N=C2C(=CC1=O)NN=C2C2=CC=C(C=C2)N2CCN(CC2)C 5-(2,4-Difluoro-6-methoxyphenyl)-3-(4-(4-methylpiperazin-1-yl)phenyl)-1H-pyrazolo[4,3-c]pyridazin-6(5H)-on